FC1=C(C=CC(=C1)F)NN=C(C(=O)O)C=O.FC1=C(C=CC(=C1)F)NN=C(C(=O)OCC)C=NO ethyl 2-[(2,4-difluorophenyl)hydrazono]-3-hydroxyimino-propanoate [(2,4-difluorophenyl)hydrazono]-3-oxo-propanoate